4-amino-4'-methoxy-6-(thiazol-2-yl)-6'-(thiazolidin-3-yl)-[2,2'-bipyridine]-3-carbonitrile NC1=C(C(=NC(=C1)C=1SC=CN1)C1=NC(=CC(=C1)OC)N1CSCC1)C#N